ClC1=CC2=C([N+](=C(S2)\C=C\C2=CC=C(C3=NSN=C32)N(C)C)C)C=C1 (E)-6-chloro-2-(2-(7-(dimethylamino)benzo[c][1,2,5]thiadiazol-4-yl)vinyl)-3-methylbenzo[d]thiazol-3-ium